FC1=CC=C(COC2=CC=C(C=N2)C=2N=C(NC2C2=CC(=NC=C2)C)N)C=C1 4-(6-((4-Fluorobenzyl)oxy)pyridin-3-yl)-5-(2-methylpyridin-4-yl)-1H-imidazol-2-amine